6-((5-methyl-3-(6-methylpyridin-3-yl)isoxazol-4-yl)methoxy)-N-(tetrahydropyran-4-yl)pyridazin-3-carboxamide CC1=C(C(=NO1)C=1C=NC(=CC1)C)COC1=CC=C(N=N1)C(=O)NC1CCOCC1